5-(3-methyl-1H-pyrazol-1-yl)quinoline-2-carbonitrile CC1=NN(C=C1)C1=C2C=CC(=NC2=CC=C1)C#N